3-(bromomethyl)-2-(trifluoromethyl)pyridine BrCC=1C(=NC=CC1)C(F)(F)F